(R or S)-1-(5-fluoro-1-(6-(4-(2-hydroxypropan-2-yl)-2-azabicyclo[2.1.1]hexan-2-yl)pyrimidin-4-yl)-1H-indazol-6-yl)spiro[2.2]pentane-1-carbonitrile FC=1C=C2C=NN(C2=CC1[C@]1(CC12CC2)C#N)C2=NC=NC(=C2)N2C1CC(C2)(C1)C(C)(C)O |o1:10|